(5S,8S)-2-Methyl-5-(1-formylethyl)-1-cyclopentene-1-carbaldehyde CC1=C([C@@H](CC1)C(C)C=O)C=O